FC(C=1C=CC=2N(N1)C(=CN2)C2=CC(=NC=N2)N2C(C(CC(C2)C)CNS(=O)(=O)C)C)F N-((1-(6-(6-(Difluoromethyl)imidazo[1,2-b]pyridazin-3-yl)pyrimidin-4-yl)-2,5-dimethylpiperidin-3-yl)methyl)methanesulfonamide